ClC1=CC(=C(N=N1)C(=O)NC([2H])([2H])[2H])NC1=C(C(=CC(=C1)F)C1=NOC(=N1)CNS(=O)(=O)C)OC 6-chloro-4-((5-fluoro-2-methoxy-3-(5-((N-methylsulfonylamino)methyl)-1,2,4-oxadiazol-3-yl)phenyl)amino)-N-(methyl-d3)pyridazine-3-carboxamide